N-((S)-1-(Pyridin-3-yl)ethyl)-4-((R)-3-(3-(trifluoromethyl)phenoxy)pyrrolidin-1-yl)tetrahydro-2H-pyran-4-carboxamide, hydrochloride Cl.N1=CC(=CC=C1)[C@H](C)NC(=O)C1(CCOCC1)N1C[C@@H](CC1)OC1=CC(=CC=C1)C(F)(F)F